tert-butyl ((5-formylthiophen-2-yl)methyl)(methyl)carbamate C(=O)C1=CC=C(S1)CN(C(OC(C)(C)C)=O)C